(R)-2,2-difluoro-N-(4-fluoro-3-(trifluoromethyl)phenyl)-6-(5-(3-hydroxypyrrolidine-1-carbonyl)-2-methoxybenzamido)benzo[d][1,3]dioxole-5-carboxamide FC1(OC2=C(O1)C=C(C(=C2)C(=O)NC2=CC(=C(C=C2)F)C(F)(F)F)NC(C2=C(C=CC(=C2)C(=O)N2C[C@@H](CC2)O)OC)=O)F